OC1C(C2=CC=CC=C2CC1)=O hydroxy-3,4-dihydro-2H-naphthalen-1-one